8-(2-cyclopropyl-1-((tetrahydro-2H-pyran-2-yl)oxy)ethyl)-6-fluoro-1-methyl-4-carbonyl-1,4-dihydroquinoline-2-carboxylic acid ethyl ester C(C)OC(=O)C=1N(C2=C(C=C(C=C2C(C1)=C=O)F)C(CC1CC1)OC1OCCCC1)C